ClC1=CC=C(C=C1)NC1=NC=C2C(=N1)N(N(C2=O)CC=C)C2=NC(=CC=C2)O[C@@H]2CN(CCC2)C 6-[(4-chlorophenyl)amino]-1-(6-{[(3S)-1-methylpiperidin-3-yl]oxy}pyridin-2-yl)-2-(prop-2-en-1-yl)-1H,2H,3H-pyrazolo[3,4-d]pyrimidin-3-one